FC=1C=NC=CC1[C@H](C1=CC=C(C(=O)N)C=C1)OC1=CC=C2C(CCOC2=C1)=O (S)-4-((3-fluoropyridin-4-yl)((4-oxochroman-7-yl)oxy)methyl)benzamide